CN1C(C2=CC=C(C=C2C=C1)C1=NC2=CC(=CC=C2N=C1)C(=O)N1C[C@H](CCC1)C(F)(F)F)=O 2-methyl-6-(7-(((3S)-3-(trifluoromethyl)-1-piperidinyl)carbonyl)-2-quinoxalinyl)-1(2H)-isoquinolinone